tert-Butyl (2R,3S)-2-[[tert-butyl(diphenyl)silyl]oxymethyl]-3-cyclopropyl-5-hydroxy-pyrrolidine-1-carboxylate [Si](C1=CC=CC=C1)(C1=CC=CC=C1)(C(C)(C)C)OC[C@@H]1N(C(C[C@H]1C1CC1)O)C(=O)OC(C)(C)C